C1(CCC1)OC1=CC=C2C(NN=C(C2=C1)CC=1C=CC(=C(C(=O)N2CC=3N(CC2)C(=NN3)C3=NC=C(C#N)C=C3)C1)F)=O 6-(7-(5-((7-cyclobutoxy-4-oxo-3,4-dihydrophthalazin-1-yl)methyl)-2-fluorobenzoyl)-5,6,7,8-tetrahydro-[1,2,4]triazolo[4,3-a]pyrazin-3-yl)nicotinonitrile